7-amino-6H-anthraceno[9,1-cd]isothiazolin-6-one NC1=C2C(C3=CC=CC4=C3C(=NS4)C2=CC=C1)=O